(1H,3H,5H-oxazolo[3,4-c]oxazol-7a(7H)-ylmethoxy)-methanol C1C2(N(CO1)COC2)COCO